C(C1=CC=CC=C1)N1N=C(N=C1)C(=O)NC1C(N(C2=C(OC1)C=C(C=C2)C#CC(C)(C)O)C)=O 1-benzyl-N-(8-(3-hydroxy-3-methylbut-1-yn-1-yl)-5-methyl-4-oxo-2,3,4,5-tetrahydrobenzo[b][1,4]oxazepin-3-yl)-1H-1,2,4-triazole-3-carboxamide